N1(CCCC1)CCNC(O)=O (2-(pyrrolidin-1-yl)ethyl)carbamic acid